methyl-m-aminophenylphenylethoxysilane tert-butyl-((1r,4r)-4-((4-(2-(2,6-dioxopiperidin-3-yl)-6-fluoro-1-oxoisoindolin-5-yl)piperidin-1-yl)methyl)cyclohexyl)carbamate C(C)(C)(C)N(C(O)=O)C1CCC(CC1)CN1CCC(CC1)C=1C=C2CN(C(C2=CC1F)=O)C1C(NC(CC1)=O)=O.C[SiH](OCCC1=CC(=CC=C1)N)C1=CC=CC=C1